4,5-dicarboxyimidazole C(=O)(O)C=1N=CNC1C(=O)O